Acrylic acid carbonate C(O)(O)=O.C(C=C)(=O)O